C1(=CC=CC=C1)C(CC(O)C1=CC=C(C=C1)C(F)(F)F)=O 1-phenyl-3-(4-trifluoromethylphenyl)-3-hydroxy-1-propanone